n-hexyl acetate (n-hexyl acetate) C(CCCCC)CC(=O)O.C(C)(=O)OCCCCCC